FC(C(=O)O)(F)F.N1C(=CCC1)C(=O)N pyrroline-2-carboxamide trifluoroacetate